4-bromo-N-(1,1-dimethylsilinan-4-yl)-6-methyl-1H-indole-2-carboxamide BrC1=C2C=C(NC2=CC(=C1)C)C(=O)NC1CC[Si](CC1)(C)C